FC1(CCN(CC1)CCCCCCCC#CC=1C=CC2=C(C(=CO2)C2C(NC(CC2)=O)=O)C1)F 3-(5-(9-(4,4-difluoropiperidin-1-yl)non-1-yn-1-yl)benzofuran-3-yl)piperidine-2,6-dione